FC(C1=NC=C2N1CC(CN2C2=CC=C(C=C2)C(F)(F)F)CN)(F)F (6-(trifluoromethyl)-1-(4-(trifluoromethyl)phenyl)-1,2,3,4-tetrahydroimidazo[1,5-a]pyrimidin-3-yl)methylamine